BrC=1C=C2CN(CC2=CC1)C([C@@H](CC1=C(C=C(C=C1)Cl)Cl)NC(OC(C)(C)C)=O)=O tert-butyl N-[(2R)-1-(5-bromo-2,3-dihydro-1H-isoindol-2-yl)-3-(2,4-dichlorophenyl)-1-oxopropan-2-yl]carbamate